p-chlorophenyl-boric acid ClC1=CC=C(C=C1)OB(O)O